OC(C)C=1C(=NC(=NC1)SC)NC=1C=C(C=CC1)NC(OC(C)(C)C)=O tert-butyl (3-((5-(1-hydroxyethyl)-2-(methylthio)pyrimidin-4-yl)amino)phenyl)carbamate